2-(dimethylamino)-N-{5-[(7-{8-methyl-1H,2H,3H-pyrido[2,3-b][1,4]oxazin-7-yl}-5H,6H,7H,8H-pyrido[3,4-d]pyrimidin-2-yl)amino]pyridin-2-yl}acetamide CN(CC(=O)NC1=NC=C(C=C1)NC=1N=CC2=C(N1)CN(CC2)C2=C(C1=C(OCCN1)N=C2)C)C